C(C)OP(=O)(OCC)C([C@H](CCC(=O)N(C)C)NC(C(CC(C)(C)C)NC(OCC1=CC(=CC=C1)Cl)=O)=O)O 3-Chlorobenzyl (1-(((2S)-1-(diethoxyphosphoryl)-5-(dimethylamino)-1-hydroxy-5-oxopentan-2-yl)amino)-4,4-dimethyl-1-oxopentan-2-yl)carbamate